Cl.ClCC=1N2C(SC1)=N[C@@H](C2)CC2=CC=C(C=C2)OC (R)-3-(chloromethyl)-6-(4-methoxybenzyl)-5,6-dihydroimidazo[2,1-b]Thiazole hydrochloride